C(C1=CC=CC=C1)NC([C@H](CCO[Si](C)(C)C(C)(C)C)NC(OC(C)(C)C)=O)=O Tert-butyl (S)-(1-(benzylamino)-4-((tert-butyldimethylsilyl)oxy)-1-oxobutan-2-yl)carbamate